5-(((2R,3S)-3-Hydroxy-1-(3-oxo-3-(4-(5-(trifluoromethyl)pyrimidin-2-yl)piperazin-1-yl)propoxy)butan-2-yl)amino)-4-(trifluoromethyl)pyridazin-3(2H)-one O[C@H]([C@@H](COCCC(N1CCN(CC1)C1=NC=C(C=N1)C(F)(F)F)=O)NC1=C(C(NN=C1)=O)C(F)(F)F)C